3-(2-methoxyphenyl)-3-methylbutyric acid COC1=C(C=CC=C1)C(CC(=O)O)(C)C